CC1(C=C(C(N(C1C)C1=CC(=CC=C1)C(F)(F)F)=O)C(=O)NCCC1CCOCC1)C(=O)NC 5,N5,6-trimethyl-2-oxo-N3-[2-(tetrahydro-2H-pyran-4-yl)ethyl]-1-[3-(trifluoromethyl)phenyl]-1,2-dihydropyridine-3,5-dicarboxamide